FC1=C(C=CC=C1OC)C1=CC=C(C=C1)CCCNC(CC1=CC=C(C=C1)F)=O N-(3-(2'-fluoro-3'-methoxy-[1,1'-biphenyl]-4-yl)propyl)-2-(4-fluorophenyl)acetamide